1,3,5-tris(6-isocyanatohexa-1-yl)-1,3,5-triazine-2,4,6(1h,3h,5h)-trione N(=C=O)CCCCCCN1C(N(C(N(C1=O)CCCCCCN=C=O)=O)CCCCCCN=C=O)=O